2-methyl-6-(tetrahydro-2H-pyran-4-yl)-5,6,7,8-tetrahydropyrido[4,3-d]Pyrimidin-4-amine CC=1N=C(C2=C(N1)CCN(C2)C2CCOCC2)N